2-chloro-N-((4-methoxyphenyl)diphenylmethyl)-7H-pyrrolo[2,3-d]pyrimidin-4-amine ClC=1N=C(C2=C(N1)NC=C2)NC(C2=CC=CC=C2)(C2=CC=CC=C2)C2=CC=C(C=C2)OC